C1CCCN2C(C=3C=CC=CC3C=C21)=O 1,2,3,4-tetrahydro-6H-pyrido[1,2-b]isoquinolin-6-one